Methyl 3-((3-(3-chloro-4-fluorophenyl)-1-(6-methoxypyridin-3-yl) ureido) methyl)-4,5,6,7-tetrahydro-1H-indazole-5-carboxylate ClC=1C=C(C=CC1F)NC(N(C=1C=NC(=CC1)OC)CC1=NNC=2CCC(CC12)C(=O)OC)=O